3-(difluoromethylene)cyclobutanecarboxylic acid FC(=C1CC(C1)C(=O)O)F